4-(1,2-dimethyl-1H-imidazol-5-yl)-2-((2-methoxyethyl)sulfinyl)-6-(thiazol-2-yl)thieno[2,3-b]pyridin-3-amine CN1C(=NC=C1C1=C2C(=NC(=C1)C=1SC=CN1)SC(=C2N)S(=O)CCOC)C